(E)-4-hydroxy-1-(3-(9-methyl-6-(4-(trifluoromethoxy)phenyl)-9H-purin-2-yl)azetidin-1-yl)but-2-en-1-one tert-butyl-4-(2-((1,3-dioxoisoindolin-2-yl)oxy)ethyl)piperazine-1-carboxylate C(C)(C)(C)OC(=O)N1CCN(CC1)CCON1C(C2=CC=CC=C2C1=O)=O.OC/C=C/C(=O)N1CC(C1)C1=NC(=C2N=CN(C2=N1)C)C1=CC=C(C=C1)OC(F)(F)F